O1C(=CC=C1)C(CP(C1=CC=CC=C1)C1=CC=CC=C1)=NO 2-(2-furyl)-2-hydroxyiminoethyl-diphenylphosphine